[Si](C)(C)(C(C)(C)C)O[C@H]1C[C@@]2(CN(C1)C(=O)OC(C)(C)C)C1=C(NC(O2)=O)C=CC(=C1F)Cl |r| (rac)-tert-butyl (4S or R,5'S or R)-5'-((tert-butyldimethylsilyl)oxy)-6-chloro-5-fluoro-2-oxo-1,2-dihydrospiro[benzo[d][1,3]oxazine-4,3'-piperidine]-1'-carboxylate